FC1=CC=C(C=C1)C(C(C)O)C1=CC=C(C=C1)F 1,1-bis(4-fluorophenyl)-2-propanol